C1=CC=CC=2C3=CC=CC=C3C(C12)COC(=O)NCCC(=O)O 3-{[(9H-fluoren-9-ylmethoxy)carbonyl]amino}propanoic acid